ClC=1N=CC(=NC1)C=1C(=NC=CN1)C(C)N 1-[3-(5-chloropyrazin-2-yl)pyrazin-2-yl]Ethylamine